3-(4-bromo-6-methyl-1-oxoisoindolin-2-yl)piperidine-2,6-dione BrC1=C2CN(C(C2=CC(=C1)C)=O)C1C(NC(CC1)=O)=O